cinnamylidene-1,6-hexanediamine C(C=CC1=CC=CC=C1)=C(CCCCCN)N